1-(tert-butyl) 2-methyl (S)-piperazine-1,2-dicarboxylate N1([C@@H](CNCC1)C(=O)OC)C(=O)OC(C)(C)C